1-(2-(Aminomethyl)-2-(methoxymethyl)spiro[3.5]nonan-7-yl)-3-butyl-5-(diaminomethylene)pyrimidine-2,4,6(1H,3H,5H)-trione NCC1(CC2(C1)CCC(CC2)N2C(N(C(C(C2=O)=C(N)N)=O)CCCC)=O)COC